N1C=C(C2=CC=CC=C12)C[C@@H](C(=O)OCC1=CC=CC=C1)NS(=O)(=O)C=1C=NC(=CC1)C(F)(F)F (S)-Benzyl 3-(1H-indol-3-yl)-2-(6-(trifluoromethyl)pyridine-3-sulfonamido)propanoate